C(C)(C)(C)[C@]1(CN(C=2C=C(C3=C(C12)C=CC=C3)O)C(=O)O[C@@H]3CN(CCC3)C3=C(C=C(C=C3)C(F)(F)F)[N+](=O)[O-])CCl (S)-1-(2-nitro-4-(trifluoromethyl)phenyl)piperidin-3-ol (S)-tert-Butyl-1-(chloromethyl)-5-hydroxy-1H-benzo[e]indole-3(2H)-carboxylate